CC1=NC=CC=C1N1C(C=CC2=CC=C(N=C12)C(F)(F)F)=O 1-(2-methylpyridin-3-yl)-7-(trifluoromethyl)-1,8-naphthyridin-2(1H)-one